COC=1N=CC=C2C1NC=C2C(CNC2=C(C=CC(=C2)C2=NC(=NS2)C)C)=O 1-(7-methoxy-1H-pyrrolo[2,3-c]pyridin-3-yl)-2-((2-methyl-5-(3-methyl-1,2,4-thiadiazol-5-yl)phenyl)amino)ethan-1-one